4-amino-1-((2R,4S,5S)-4-chloro-5-(chloromethyl)-5-(hydroxymethyl)tetrahydrofuran-2-yl)pyrimidin-2(1H)-one NC1=NC(N(C=C1)[C@@H]1O[C@@]([C@H](C1)Cl)(CO)CCl)=O